BrC1=CC(=C(C=C1)[C@H]1N([C@@H](CC2=C3C(=CC=C12)NN=C3)C)CC3(CC3)F)OCC (6S,8R)-6-(4-bromo-2-ethoxyphenyl)-7-((1-fluorocyclopropyl)methyl)-8-methyl-6,7,8,9-tetrahydro-3H-pyrazolo[4,3-f]isoquinoline